methyl N-[5-(4,4,5,5-tetramethyl-1,3,2-dioxaborolan-2-yl)-2-pyridyl]carbamate CC1(OB(OC1(C)C)C=1C=CC(=NC1)NC(OC)=O)C